2-(4-azido-2-methylsulfanyl-pyrimidin-5-yl)-3-[tert-butyl(dimethyl)silyl]oxy-2-methyl-propan-1-ol N(=[N+]=[N-])C1=NC(=NC=C1C(CO)(CO[Si](C)(C)C(C)(C)C)C)SC